C1(=CC=CC=C1)C=1N=C(C2=C(N1)C1=C(O2)C=CC(=C1)N1C2=CC=CC=C2C=2C=C(C=CC12)C1=CC=CC=C1)C1=CC=CC=C1 2,4-Diphenyl-8-(3-phenylcarbazol-9-yl)-benzo[4,5]furo[3,2-d]pyrimidine